C1=CC=CC=2C3=CC=CC=C3C(C12)COC(=O)N1[C@H](C[C@H](C1)CC1=CC=C(C=C1)F)C(=O)O (2R,4R)-1-(((9H-fluoren-9-yl)methoxy)carbonyl)-4-(4-fluorobenzyl)pyrrolidine-2-carboxylic acid